2-((2,4-difluorophenyl)amino)-N-(1-methyl-3-(trifluoromethyl)-1H-pyrazol-5-yl)benzamide FC1=C(C=CC(=C1)F)NC1=C(C(=O)NC2=CC(=NN2C)C(F)(F)F)C=CC=C1